C(C)(C)(C)OC(NC(C)C)=NC(C)C.CN(C(CCCCCCC)=O)C N,N-dimethyl-octaneamide tert-butyl-N,N'-diisopropylcarbamimidate